C(C1=CC=CC=C1)(C1=CC=CC=C1)NC1(CC1)C(C(=O)N)=C [1-(benzhydrylamino)cyclopropyl]Acrylamide